methyl (4R)-1-benzoyl-4-hydroxy-2-methyl-pyrrolidine-2-carboxylate C(C1=CC=CC=C1)(=O)N1C(C[C@H](C1)O)(C(=O)OC)C